FC=1C=C(C=CC1)N1CCC(CC1)CN1[C@@H]([C@H]([C@@H]([C@H](C1)O)O)O)C (2r,3r,4r,5s)-1-((1-(3-fluorophenyl)piperidin-4-yl)methyl)-2-methylpiperidine-3,4,5-triol